2,4,7-Trichloro-6-fluoro-quinazoline ClC1=NC2=CC(=C(C=C2C(=N1)Cl)F)Cl